2'-((3-(9H-carbazol-9-yl)-2-hydroxy-5-methylphenyl)(2-methoxyethyl)amino)-3-(9H-carbazol-9-yl)-5-methyl-[1,1'-biphenyl] C1=CC=CC=2C3=CC=CC=C3N(C12)C=1C(=C(C=C(C1)C)N(C1=C(C=CC=C1)C1=CC(=CC(=C1)C)N1C2=CC=CC=C2C=2C=CC=CC12)CCOC)O